IC=1C(=C(C(=O)O)C(=CC1C)OC)OC 3-iodo-2,6-dimethoxy-4-methylbenzoic acid